C(C)(C)(C)OC(=O)N1CC(C1)C1=CC(=NC=C1)Cl 3-(2-Chloropyridin-4-yl)azetidine-1-carboxylic acid tert-butyl ester